4-((2-(1,1-Dioxotetrahydro-2H-thiopyran-4-yl)ethyl)amino)-3-methoxy-5-nitrobenzoic acid methyl ester COC(C1=CC(=C(C(=C1)[N+](=O)[O-])NCCC1CCS(CC1)(=O)=O)OC)=O